COCCCCCCCCC1=CC=C(C=CC(=O)O)C=C1 para-methoxyoctyl-cinnamic acid